CN(C=1C=C(C=CC1)N1C(C=CC1=O)=O)C 1-(3-dimethylaminophenyl)-1H-pyrrole-2,5-dione